tert-butyl N-{4-[1-(4-methoxybenzoyl)-5-(pyridin-2-yl)-4,5-dihydropyrazol-3-yl]phenyl}carbamate COC1=CC=C(C(=O)N2N=C(CC2C2=NC=CC=C2)C2=CC=C(C=C2)NC(OC(C)(C)C)=O)C=C1